tert-Butyl N-[4-cyano-5-[4-[2-[[3-(3,3-difluorocyclopentyl) isoxazol-5-yl]amino]-2-oxo-ethyl]phenyl]-2-isopropyl-pyrazol-3-yl]carbamate C(#N)C1=C(N(N=C1C1=CC=C(C=C1)CC(=O)NC1=CC(=NO1)C1CC(CC1)(F)F)C(C)C)NC(OC(C)(C)C)=O